N(=[N+]=[N-])CCOC=1C=C2CCC(C2=CC1)N(C)CCCC1=CC=C(C=C1)N(C)C 5-(2-azidoethoxy)-N-{3-[4-(dimethyl-amino)phenyl]propyl}-N-methyl-2,3-dihydro-1H-inden-1-amine